(R)-tert-butyl 3-(tosyloxy)pyrrolidine-1-carboxylate S(=O)(=O)(C1=CC=C(C)C=C1)O[C@H]1CN(CC1)C(=O)OC(C)(C)C